6-[(oxetan-3-yloxy)methyl]-4-(trifluoromethyl)-3H-isoindol-1-one O1CC(C1)OCC1=CC(=C2CNC(C2=C1)=O)C(F)(F)F